tert-butyl-4-[4-({4-[(1-cyclopentanecarbonylpiperidin-4-yl)oxy]-3-methylphenyl}amino)pyrido[3,4-d]pyrimidin-6-yl]piperazine-1-carboxylate C(C)(C)(C)OC(=O)N1CCN(CC1)C1=CC2=C(N=CN=C2NC2=CC(=C(C=C2)OC2CCN(CC2)C(=O)C2CCCC2)C)C=N1